5-bromo-3-(1-cyclopropyl-1H-pyrazol-4-yl)pyrazin-2-amine BrC=1N=C(C(=NC1)N)C=1C=NN(C1)C1CC1